ClC1=CC2=C(N=C(S2)NC(=O)C2=CN(C3=CC(=C(C=C3C2=O)F)N2CCNCC2)C2CC2)C=C1 N-(6-Chlorobenzo[d]thiazol-2-yl)-1-cyclopropyl-6-fluoro-4-oxo-7-(piperazin-1-yl)-1,4-dihydroquinoline-3-carboxamide